N-({5-chloro-6-[(3-methyl-5-isoxazolyl)methoxy]-2-indolyl}methyl)3-hydroxy-2-methylpropionamide ClC=1C=C2C=C(NC2=CC1OCC1=CC(=NO1)C)CNC(C(CO)C)=O